N,N-dimethyl-1-(5-(2-(2-(pyridin-3-yl)ethoxy)phenyl)-1H-indazol-3-yl)methanamine CN(CC1=NNC2=CC=C(C=C12)C1=C(C=CC=C1)OCCC=1C=NC=CC1)C